3-(1-azidoethyl)-2H-thiete 1,1-dioxide N(=[N+]=[N-])C(C)C=1CS(C1)(=O)=O